2-(2,6-dioxopiperidin-3-yl)-4-(2-fluoro-4-(morpholinomethyl)benzylamino)isoindoline O=C1NC(CCC1N1CC2=CC=CC(=C2C1)NCC1=C(C=C(C=C1)CN1CCOCC1)F)=O